2-chloro-6-(benzylamino)pyrimidine-4-carbonitrile ClC1=NC(=CC(=N1)C#N)NCC1=CC=CC=C1